N1C=NC(=C1)C1=C(N=C2N1C=CC(=N2)OC2CCN(CC2)C)C2=NC(=NN2)C(F)(F)F 4-{[3-(1H-imidazol-4-yl)-2-[3-(trifluoromethyl)-1H-1,2,4-triazol-5-yl]imidazo[1,2-a]pyrimidin-7-yl]oxy}-1-methylpiperidine